tert-Butyl 3-[4-[3-chloro-4-[(6-fluoro-2-pyridyl) methoxy]anilino]quinazolin-6-yl]piperidine-1-carboxylate ClC=1C=C(NC2=NC=NC3=CC=C(C=C23)C2CN(CCC2)C(=O)OC(C)(C)C)C=CC1OCC1=NC(=CC=C1)F